(3R,5R,7S)-3-aminoadamantan-1-ol NC12CC3(C[C@@H](C[C@H](C1)C3)C2)O